CNC(=O)C1=CC=C(C=C1)C=1N=C2SC3=C(N2C1)C=CC(=C3)C(=O)NCC3(CC3)C 2-(4-(methylcarbamoyl)phenyl)N-((1-methylcyclopropyl)methyl)benzo[d]imidazo[2,1-b]thiazole-7-carboxamide